C(CCCCCCCCC=CCC=CCCCCC)O nonadeca-10,13-dien-1-ol